N-acryloylglycine C(C=C)(=O)NCC(=O)O